4-(1-(2-Chloro-4-((hexahydropyrrolo-[1,2-a]pyrazin-2(1H)-yl)methyl)phenyl)-1H-imidazol-4-yl)-N-(1-(methylsulfonyl)-piperidin-4-yl)-5-(trifluoromethyl)-pyrimidin-2-amine ClC1=C(C=CC(=C1)CN1CC2N(CC1)CCC2)N2C=NC(=C2)C2=NC(=NC=C2C(F)(F)F)NC2CCN(CC2)S(=O)(=O)C